C1(CC1)C=1N=C(OC1C(=O)N1[C@@H](C2=C(CC1)NC=N2)C2=NN1C(C=CC=C1)=C2)C(C)(C)O (S)-(4-cyclopropyl-2-(2-hydroxypropan-2-yl)oxazol-5-yl)(4-(pyrazolo[1,5-a]pyridin-2-yl)-6,7-dihydro-1H-imidazo[4,5-c]pyridin-5(4H)-yl)methanone